4,6-dimethoxy-5-[5-methoxy-4-[[4-[1-(trideuteriomethyl)-4-(trifluoromethyl)imidazol-2-yl]phenyl]methoxy]pyrimidin-2-yl]pyrimidine COC1=NC=NC(=C1C1=NC=C(C(=N1)OCC1=CC=C(C=C1)C=1N(C=C(N1)C(F)(F)F)C([2H])([2H])[2H])OC)OC